C(CCC)C=1C(=NC(=NC1)NS(=O)(=O)CC)C1=CN(C(C(=C1)C)=O)C N-[5-butyl-4-(1,5-dimethyl-6-oxopyridin-3-yl)pyrimidin-2-yl]ethanesulfonamide